bisoxetane carbonate C(O)(O)=O.O1CCC1.O1CCC1